C(C)OC(=O)C=1N(C=C(N1)C=C)COCC[Si](C)(C)C 1-((2-(trimethylsilyl)ethoxy)methyl)-4-vinyl-1H-imidazole-2-carboxylic acid ethyl ester